CC(CC)(CCCCCCCCCCCCCCCCC)C1C(N=NO1)=O 5-(3-methylicosan-3-yl)-1,2,3-oxadiazol-4(5H)-one